(S)-3-benzyl 1-tert-butyl 4-((3-chloro-2,4-difluorophenyl)(methyl)-carbamoyl)-2-oxo-imidazolidine-1,3-dicarboxylate ClC=1C(=C(C=CC1F)N(C(=O)[C@H]1N(C(N(C1)C(=O)OC(C)(C)C)=O)C(=O)OCC1=CC=CC=C1)C)F